1,3-dimethyl-6-((4-(4-(trifluoromethyl)piperidin-1-yl)phenyl)amino)-3,4-dihydroquinazolin-2(1H)-one CN1C(N(CC2=CC(=CC=C12)NC1=CC=C(C=C1)N1CCC(CC1)C(F)(F)F)C)=O